C(C)(C)(C)OC(NC1CCC(CC1)NC1=NC=2N(C(C=NC2C=N1)=O)C(C)C)=O.CC1CC(CCC1N)C(C)(C)C1CC(C(CC1)N)C bis-(3-methyl-4-aminocyclohexyl)propan tert-Butyl-N-[4-[(8-isopropyl-7-oxo-pteridin-2-yl)amino]cyclohexyl]carbamate